3-acetamido-2-oxo-1,2,3,4-tetrahydroquinoline-3-carboxylic acid ethyl ester C(C)OC(=O)C1(C(NC2=CC=CC=C2C1)=O)NC(C)=O